ClC1=C(C=C2C(=NN(C2=C1C)C=1C=CC(=NC1)N1C[C@H]2C([C@H]2C1)C(=O)O)C=1C2=CN(N=C2C=CC1)C)F (1R,5S,6r)-3-(5-(6-chloro-5-fluoro-2',7-dimethyl-1H,2'H-[3,4'-biindazol]-1-yl)pyridin-2-yl)-3-azabicyclo[3.1.0]hexane-6-carboxylic acid